C(C=CC=CC=CC=CC=CC=CCCCCCCCCC)(=O)OC[C@@H](OC(C=CC=CC=CC=CC=CC=CCCCCCCCCC)=O)COP(=O)([O-])OCC[N+](C)(C)C 1,2-didocosaHexenoyl-sn-glycero-3-phosphocholine